N1C(NCC1)=O Imidazolidin-2-one